P(=O)(OCCO)([O-])[O-] monohydroxyethyl phosphate